(3-(difluoromethyl)-1-((1r,4r)-4-(piperazin-1-yl)cyclohexyl)-1H-pyrazol-4-yl)-2-(1H-pyrazol-4-yl)thiazole-4-carboxamide FC(C1=NN(C=C1C1=C(N=C(S1)C=1C=NNC1)C(=O)N)C1CCC(CC1)N1CCNCC1)F